[Pb].[Cs] cesium lead